[Na+].FC=1C=C(C=CC1)S(=O)([O-])=S 3-fluorobenzenethiosulfonic acid sodium salt